ClC1=C2C(=C(N=N1)C1=C(C=C(C=C1)F)OC)SC=C2F 4-chloro-3-fluoro-7-(4-fluoro-2-methoxy-phenyl)thieno[2,3-d]pyridazine